Methyl-N-(O-acetyl-N-(2-(4-((tert-butoxycarbonyl)amino)-3-fluorophenyl)thiazole-4-carbonyl)-L-seryl)-O-(tert-butyldiphenylsilyl)-L-serine CN([C@@H](CO[Si](C1=CC=CC=C1)(C1=CC=CC=C1)C(C)(C)C)C(=O)O)C([C@@H](NC(=O)C=1N=C(SC1)C1=CC(=C(C=C1)NC(=O)OC(C)(C)C)F)COC(C)=O)=O